ClC1=C(N=C(C(=N1)N)SC1=C(C(=CC=C1)C=1OC=CN1)Cl)I 6-chloro-3-((2-chloro-3-(oxazol-2-yl)phenyl)sulfanyl)-5-iodopyrazin-2-amine